BrC1=C(C=C(C(=O)N2CC=3N(CC2)C(N(C3C(=O)NCC3=C(C=CC=C3C)OC)C3=CC=C(C=C3)OCC(F)(F)F)=O)C=C1)Cl 7-(4-bromo-3-chloro-benzoyl)-N-[(2-methoxy-6-methyl-phenyl)methyl]-3-oxo-2-[4-(2,2,2-trifluoroethoxy)phenyl]-6,8-dihydro-5H-imidazo[1,5-a]pyrazine-1-carboxamide